4-chloro-2-(7-fluoro-2-methylindazol-5-yl)-6-[(3R)-3-methylpiperazin-1-yl]-1,8-naphthyridine ClC1=CC(=NC2=NC=C(C=C12)N1C[C@H](NCC1)C)C1=CC2=CN(N=C2C(=C1)F)C